6'-(5-aminopyridin-3-yl)-2'-(2,6-difluoro-3,5-dimethoxyphenyl)-1'h-spiro[cyclopropane-1,4'-[2,7]naphthyridin]-3'(2'h)-one NC=1C=C(C=NC1)C=1C=C2C3(C(N(CC2=CN1)C1=C(C(=CC(=C1F)OC)OC)F)=O)CC3